BrC=1C(=CC=2N(C1)C=C(N2)CCCCCCBr)OC(C)C 6-bromo-2-(6-bromohexyl)-7-isopropoxy-imidazo[1,2-a]pyridine